ClC1=C(C=CC(=C1)C)C=1CCCC2=C(C1C1=CC=C(C=C1)C=C1CN(C1)CCCF)C=CC=C2 8-(2-Chloro-4-methylphenyl)-9-(4-((1-(3-fluoropropyl)azetidin-3-yliden)methyl)phenyl)-6,7-dihydro-5H-benzo[7]annulen